NC=1C=C(C=C(C1)C(F)(F)F)[C@@H](C)NC=1C2=C(N=CN1)N(C(C(=C2)C=2CCNCC2)=O)C (R)-4-((1-(3-amino-5-(trifluoromethyl)phenyl)ethyl)amino)-8-methyl-6-(1,2,3,6-tetrahydropyridin-4-yl)pyrido[2,3-d]pyrimidin-7(8H)-one